BrC=1C(=NN(C1)CC1=C(C=CC=C1F)F)C(F)(F)F 4-bromo-1-(2,6-difluorobenzyl)-3-(trifluoromethyl)-1H-pyrazole